C(C(C)C)C1(C=CC=C1)[Hf](N(CC)CC)(N(CC)CC)N(CC)CC (isobutyl-cyclopentadienyl)tris(diethylamino)hafnium